N1=CN=C2NC(NC2=C1)=O 7H-purine-8(9H)-one